2-[4-tert-butyl-2-(4,4-difluorocyclohexyl)phenyl]-4,4,5,5-tetramethyl-1,3,2-dioxaborolane C(C)(C)(C)C1=CC(=C(C=C1)B1OC(C(O1)(C)C)(C)C)C1CCC(CC1)(F)F